ClC=1C=CC(=C(C1)C=1C=C2C(=NN=C(C2=CC1)NCC1=C(C=C(C=C1)OC)OC)C)OC 6-(5-chloro-2-methoxyphenyl)-N-[(2,4-dimethoxyphenyl)methyl]-4-methylphthalazin-1-amine